ClC1=CC=C(OCC(CO)O)C=C1 3-(4-chlorophenoxy)propane-1,2-diol